N'-(4-methoxybenzylidene)-5-oxo-5-(thiophen-2-yl)pentanhydrazide tert-butyl-((3R,4R)-1-(6-chloro-1-(4-cyanobenzyl)-1H-benzo[d]imidazol-2-yl)-4-fluoropiperidin-3-yl)carbamate C(C)(C)(C)N(C(O)=O)[C@@H]1CN(CC[C@H]1F)C1=NC2=C(N1CC1=CC=C(C=C1)C#N)C=C(C=C2)Cl.COC2=CC=C(C=NNC(CCCC(C=1SC=CC1)=O)=O)C=C2